cis,trans-Muconic acid C(\C=C/C=C/C(=O)O)(=O)O